CC1(OC(C2(C1)CC1(CCC(CC1)=O)C2)=NCOCC[Si](C)(C)C)C 3,3-dimethyl-1-(((2-(trimethylsilyl)ethoxy)methyl)imino)-2-oxadispiro[4.1.57.15]tridecan-10-one